(S)-N-(2-((6-oxo-5-(trifluoromethyl)-1,6-dihydropyridazin-4-yl)amino)propoxy)-2-(1-(5-(trifluoromethyl)pyrimidin-2-yl)piperidin-4-ylidene)acetamide O=C1C(=C(C=NN1)N[C@H](CONC(C=C1CCN(CC1)C1=NC=C(C=N1)C(F)(F)F)=O)C)C(F)(F)F